(E)-3-(4-((4-(((trans)-4-hydroxycyclohexyl)amino)pyrimidin-2-yl)amino)phenyl)acrylic acid O[C@@H]1CC[C@H](CC1)NC1=NC(=NC=C1)NC1=CC=C(C=C1)/C=C/C(=O)O